FC(C(=O)OCC)(C1(C(C(C2=CC=C(C=C12)F)(F)F)(F)F)O)F ethyl 2,2-difluoro-2-(2,2,3,3,6-pentafluoro-1-hydroxy-2,3-dihydro-1H-inden-1-yl)acetate